NNNCCN triazapentan-5-amine